CC1=CC(OC2=C(C(=CC=C12)OCCC)C(=O)N1CCCC2=CC=CC=C12)=O 4-Methyl-7-propoxy-8-(1,2,3,4-tetrahydroquinolin-1-carbonyl)-2H-chromen-2-one